2-(4-methylpiperazin-1-yl)propionamide CN1CCN(CC1)C(C(=O)N)C